(S)-1-(2-methyl-4-(4-((3-methyl-4-((1-methyl-1H-benzo[d][1,2,3]triazol-5-yl)oxy)phenyl)amino)pyrido[3,2-d]pyrimidin-6-yl)-1,4-diazepan-1-yl)prop-2-en-1-one C[C@@H]1N(CCCN(C1)C=1C=CC=2N=CN=C(C2N1)NC1=CC(=C(C=C1)OC1=CC2=C(N(N=N2)C)C=C1)C)C(C=C)=O